[I-].C(C)(=O)C=1C(=NC=CC1)C1=NC=CC=C1 2-(acetylpyridyl)pyridine iodide salt